5-Bromo-2-chloro-N-(4-(1-isopropyl-4-(trifluoromethyl)-1H-imidazol-2-yl)benzyl)pyrimidin-4-amine BrC=1C(=NC(=NC1)Cl)NCC1=CC=C(C=C1)C=1N(C=C(N1)C(F)(F)F)C(C)C